C1(=CC=C(C=C1)C(=O)C1=CC(=C(OCCCOC=2C=C3C=NN(C3=CC2)C(C(=O)O)OCC)C=C1)CCC)C1=CC=CC=C1 2-(5-(3-(4-([1,1'-biphenyl]-4-carbonyl)-2-propylphenoxy)propoxy)-1H-indazol-1-yl)-2-ethoxyacetic acid